ClC1=CC(=C(C=C1C=1C=NN(C1)CC(F)F)NC(=O)C=1C=NN2C1C=CC=C2)C N-[4-Chloro-5-[1-(2,2-difluoroethyl)pyrazol-4-yl]-2-methylphenyl]pyrazolo[1,5-a]pyridine-3-carboxamide